3-(5-(8-(4'-fluoro-5,5-dimethyl-3,4,5,6-tetrahydro-[1,1'-biphenyl]-2-carbonyl)-3,8-diazabicyclo[3.2.1]octane-3-yl)-1-oxoisoindolin-2-yl)piperidine-2,6-dione FC1=CC=C(C=C1)C1=C(CCC(C1)(C)C)C(=O)N1C2CN(CC1CC2)C=2C=C1CN(C(C1=CC2)=O)C2C(NC(CC2)=O)=O